C(C#C)N1C(OCC1)=O 3-(prop-2-yn-1-yl)oxazolidin-2-one